C(C)C(C(=O)O)(CCCC)C 2-ethyl-2-methylhexanoic acid